C(C)(C)(C)OC(=O)N1CCN(CC1)C=1C2=CN(N=C2C(=CC1)C(NC=1C=C(C=2N(C1)C=C(N2)C)F)=O)CC=2C=C1C=NN(C1=CC2)C(=O)OC(C)(C)C tert-butyl 5-({4-[4-(tert-butoxycarbonyl)piperazin-1-yl]-7-({8-fluoro-2-methylimidazo[1,2-a]pyridin-6-yl} carbamoyl)indazol-2-yl}methyl)indazole-1-carboxylate